NC1=NC=NN2C1=CC=C2[C@]2([C@@H]([C@@H]([C@H](O2)COP(=O)(OC2=CC=CC=C2)N[C@H](C(=O)OCC)CC2=CC=CC=C2)O)O)C#N Ethyl (2S)-2-(((((2r,3S,4r,5r)-5-(4-aminopyrrolo[2,1-f][1,2,4]triazin-7-yl)-5-cyano-3,4-dihydroxytetrahydrofuran-2-yl) methoxy) (phenoxy) phosphoryl) amino)-3-phenylpropionate